ClC=1C=C(C(=O)NC)C=C(C1)CO 3-chloro-5-(hydroxymethyl)-N-methylbenzamide